[N+](=O)([O-])C=1C=C(C=CC1)NC(O)=O.C(N)(OC1=CC(=CC=C1)[N+](=O)[O-])=O m-nitrophenyl carbamate (m-nitrophenyl carbamate)